C(C=C)(=O)NC=1C=C2C(=NC=NC2=CC1O[C@H]1CN(CC1)C(=O)OC(C)(C)C)NC1=CC(=NC=C1)C1=C(C=CC=C1)F tert-butyl (R)-3-((6-acrylamido-4-((2-(2-fluoro Phenyl)pyridin-4-yl)amino)quinazolin-7-yl)oxy)pyrrolidine-1-carboxylate